ClC1=CC=C(C=C1)N1N=CC(=C1)S(=O)(=O)NC1=C(C=C(OC2CN(C2)C(=O)OC(C)(C)C)C=C1)CC(=O)OC tert-butyl 3-(4-(1-(4-chlorophenyl)-1H-pyrazole-4-sulfonamido)-3-(2-methoxy-2-oxoethyl) phenoxy)azetidine-1-carboxylate